4-[(3-{8-[(1,1-dioxo-1lambda6-thiolan-3-yl)amino]-3-[(trifluoromethyl)sulfanyl]imidazo[1,2-a]pyridin-2-yl}prop-2-yn-1-yl)amino]-3-methoxy-N-methylbenzamide O=S1(CC(CC1)NC=1C=2N(C=CC1)C(=C(N2)C#CCNC2=C(C=C(C(=O)NC)C=C2)OC)SC(F)(F)F)=O